NC1=CC=C(C(=N1)C(=O)OC)Br Methyl 6-amino-3-bromopyridine-2-carboxylate